1-((3S,4R)-4-Hydroxy-3-((S)-5H-imidazo[5,1-a]isoindol-5-yl)piperidin-1-yl)ethanon O[C@H]1[C@@H](CN(CC1)C(C)=O)[C@@H]1N2C(C3=CC=CC=C13)=CN=C2